C1=C(C=CC=2OC3=C(C21)C=CC=C3)[C@@H](C)NC3=CN=C(N(C3=O)CC(=O)O)OC (R)-2-(5-((1-(dibenzo[b,d]furan-2-yl)ethyl)amino)-2-methoxy-6-oxopyrimidin-1(6H)-yl)acetic acid